BrC1=CC=C(C=C1)C1=C(C2=C(N=C3N(CCCCC3)C2=O)N1C)Cl 2-(4-bromophenyl)-3-chloro-1-methyl-1,6,7,8,9,10-hexahydro-4H-pyrrolo[2',3':4,5]pyrimido[1,2-a]azepin-4-one